ONC(CCCCCCOC1=C(C=CC(=C1)C=1SC2=C(N1)C=CC(=C2)C)OC)=O N-hydroxy-7-(2-methoxy-5-(6-methylbenzo[d]thiazol-2-yl)phenoxy)heptanamide